methyl 4-bromo-5-methyl-1-(2-trimethylsilylethoxymethyl)pyrazole-3-carboxylate BrC=1C(=NN(C1C)COCC[Si](C)(C)C)C(=O)OC